CC1=NC(=NO1)C1=CC=C2C=CN=C(C2=C1)NCCC(=O)NC=1SC=2C(=NC=CC2N1)OC(C(F)(F)F)C 3-{[7-(5-Methyl-1,2,4-oxadiazol-3-yl)isoquinolin-1-yl]amino}-N-{4-[(1,1,1-trifluoropropan-2-yl)oxy]-[1,3]thiazolo[5,4-c]pyridin-2-yl}propanamide